NC1=CC=C(C=C1)C1=CC(=CC=C1)C(=O)O 4'-amino-[1,1'-biphenyl]-3-carboxylic acid